F[C@@]1(C[C@H](N(C1)C(CNC(CCCOC1=CC=CC=C1)=O)=O)C(=O)NCC1=CC(=CS1)C(=N)NC(OC(C)(C)C)=O)CO tert-butyl ((5-(((2S,4R)-4-fluoro-4-(hydroxymethyl)-1-((4-phenoxybutanoyl)glycyl)-pyrrolidine-2-carboxamido)methyl)thiophen-3-yl)(imino)methyl)carbamate